tert-butyl-N-[(9H-fluoren-9-ylmethoxy)carbonyl]glycylglycinyl-L-phenylalanine C(C)(C)(C)N(CC(=O)NCC(=O)N[C@@H](CC1=CC=CC=C1)C(=O)O)C(=O)OCC1C2=CC=CC=C2C=2C=CC=CC12